CC1(OCCC2=C(C=CC=C12)C(C(=O)OC(C)(C)C)N1CC(C1)OCCCCCC1=NC=2NCCCC2C=C1)C tert-butyl 2-(1,1-dimethylisochroman-5-yl)-2-(3-(5-(5,6,7,8-tetrahydro-1,8-naphthyridin-2-yl)pentyloxy)azetidin-1-yl)acetate